ClC=1C=C(C=CC1F)C=1C(=NC(=NC1)NC=1C=NN(C1)C1COC1)NC=1C=C(C=CC1F)NC(C=C)=O N-(3-((5-(3-chloro-4-fluorophenyl)-2-((1-(oxetan-3-yl)-1H-pyrazol-4-yl)amino)pyrimidin-4-yl)amino)-4-fluorophenyl)acrylamide